potassium [(morpholin-4-yl)methyl]trifluoroborate N1(CCOCC1)C[B-](F)(F)F.[K+]